ClC1=CC2=C(C=C1OC)C1=C(N=NC=C1)O2 7-Chloro-6-methoxybenzofuro[2,3-c]pyridazine